B(OC1=CC(=C(C=C1)C(NCCN)=O)F)([O-])[O-] (4-((2-aminoethyl) carbamoyl)-3-fluorophenyl) borate